(S)-N-(4-(2-chlorophenyl)thiazol-2-yl)-5-(4-(1-methylpiperidine-3-carbonyl)piperazin-1-yl)picolinamide ClC1=C(C=CC=C1)C=1N=C(SC1)NC(C1=NC=C(C=C1)N1CCN(CC1)C(=O)[C@@H]1CN(CCC1)C)=O